OC[C@@H](CCCCCCCCCCCCC(=O)O)CCCCCCCCCCCC(=O)O.ClCC1=CC=C(C=C1)C(OC)OC 1-(chloromethyl)-4-(dimethoxymethyl)benzene (S)-3-hydroxypropane-1,2-diyl-didodecanoate